5-chloro-4-(2-cyclopropyl-5-(trifluoromethyl)-1H-benzo[d]imidazol-1-yl)pyrimidine ClC=1C(=NC=NC1)N1C(=NC2=C1C=CC(=C2)C(F)(F)F)C2CC2